C(C)N1C2=CC=CC=C2C=2C=C(C=CC12)C(=O)NCC1=CC=C(C=C1)S(=O)(=O)C 9-ethyl-N-(4-(methylsulfonyl)benzyl)-9H-carbazole-3-carboxamide